FC1=C(C=CC(=C1F)OC)C1=CN=C2N1C=CN=C2NC2=CC(=C(C=C2)C(=O)N2CCN(CC2)C(=O)[C@H]2NC[C@H](C2)C)C [4-[[3-(2,3-difluoro-4-methoxyphenyl)imidazo[1,2-a]pyrazin-8-yl]amino]-2-methylphenyl]-[4-[(2S,4S)-4-methylpyrrolidine-2-carbonyl]piperazin-1-yl]methanone